FC1=C(C(=O)NCCCOC)C=CC=C1 2-fluoro-N-(3-methoxyPropyl)benzamide